N-(2'-(4,4-difluorocyclohexyl)-3-fluoro-[2,4'-bipyridin]-3'-yl)-6-isopropoxynicotinamide FC1(CCC(CC1)C1=NC=CC(=C1NC(C1=CN=C(C=C1)OC(C)C)=O)C1=NC=CC=C1F)F